(S)-6-(((1-(bicyclo[1.1.1]pentan-1-yl)-5-methoxy-1H-1,2,3-triazol-4-yl)(6-fluoro-2-methylpyridin-3-yl)methyl)amino)-4-(neopentylamino)quinoline-3,8-dicarbonitrile C12(CC(C1)C2)N2N=NC(=C2OC)[C@H](C=2C(=NC(=CC2)F)C)NC=2C=C1C(=C(C=NC1=C(C2)C#N)C#N)NCC(C)(C)C